1-butyl-3-methylimidazole thiocyanate salt [S-]C#N.C(CCC)N1CN(C=C1)C